CC1=CC2=C(N=C(O2)CC(F)(F)F)C=C1 6-methyl-2-(2,2,2-trifluoroethyl)benzoxazole